C1=C2C(=NN=C1)N=CC=1N2C=CNC1 8H-pyrazino[1',2':4,5]pyrazino[2,3-c]pyridazin